C(C)(C)(C)OC(CCCCCCN1C(=CC=2C1=NC(=CC2)C2=C(C=NC=C2)NC(=O)OC(C)(C)C)C2=NC1=C(N2C)C(=CC(=C1)C(=O)OC)OC)=O methyl 2-(1-(7-(tert-butoxy)-7-oxoheptyl)-6-(3-((tert-butoxycarbonyl)amino)pyridin-4-yl)-1H-pyrrolo[2,3-b]pyridin-2-yl)-7-methoxy-1-methyl-1H-benzo[d]imidazole-5-carboxylate